C(CCCCCCCCCC=CCC=CCCCCCC)(=O)O Heneicosa-11,14-dienoic acid